C(C1=CC=CC=C1)ON1[C@@H]2C=C([C@H](N(C1=O)C2)C(=O)O)C (2S,5R)-6-(benzyloxy)-3-methyl-7-oxo-1,6-diazabicyclo[3.2.1]oct-3-ene-2-carboxylic acid